CC(C=O)(C)S(=O)(=O)C1=CC=C(C=C1)C 2-methyl-2-(4-methylbenzenesulfonyl)propan-1-one